C(#N)N1C[C@H](CC1)C(=O)NC=1SC=2CN(CCC2N1)S(=O)(=O)C (S)-1-cyano-N-(5-(methylsulfonyl)-4,5,6,7-tetrahydrothiazolo[5,4-c]pyridin-2-yl)pyrrolidine-3-carboxamide